N-(1-(3,5-difluorophenyl)-1H-indol-5-yl)acrylamide (1S,3S)-3-((Methyl-5-(3-formylthiophen-2-yl)-3-methylpyrazin-2-yl)oxy)cyclohexane-1-carboxylate CC1=C(N=C(C(=N1)O[C@@H]1C[C@H](CCC1)C(=O)O)C)C=1SC=CC1C=O.FC=1C=C(C=C(C1)F)N1C=CC2=CC(=CC=C12)NC(C=C)=O